C[C@@H]1N(C2=CC=CC=C2[C@@H](C1)NC1CCN(CC1)C(=O)N1CC(C1)C(=O)N)C(CC)=O 1-(4-(((2S,4R)-2-methyl-1-propionyl-1,2,3,4-tetrahydroquinolin-4-yl)amino)piperidine-1-carbonyl)azetidine-3-carboxamide